[Si](C)(C)(C(C)(C)C)OCC1N(CCSC1)C(=O)C=1C(=NC=CC1)CC(=O)OCC ethyl 2-[3-(3-[[(tert-butyldimethylsilyl)oxy]methyl]thiomorpholine-4-carbonyl)pyridin-2-yl]acetate